6-(4-((2-(4-Fluoro-2,6-dimethyltetrahydro-2H-pyran-4-yl)thiazol-4-yl)methoxy)-6-methoxybenzofuran-2-yl)-2-methoxy-imidazo[2,1-b][1,3,4]thiadiazole FC1(CC(OC(C1)C)C)C=1SC=C(N1)COC1=CC(=CC2=C1C=C(O2)C=2N=C1SC(=NN1C2)OC)OC